di-iodine dibutyrate tellurium [Te+2].C(CCC)(=O)[O-].C(CCC)(=O)[O-].[I+].[I+]